2-cyano-2-(2-(3,5-Dichloro-4-((6-oxo-1-phenyl-1,6-dihydropyridin-3-yl)oxy)phenyl)hydrazono)acetylcarbamate C(#N)C(C(=O)NC([O-])=O)=NNC1=CC(=C(C(=C1)Cl)OC1=CN(C(C=C1)=O)C1=CC=CC=C1)Cl